CN(C1CN(CC1)CCCNC(=O)NC=1SC=C(N1)C(C)(C)C1=CC=C(C=C1)OC)C 1-(3-(3-(dimethylamino)pyrrolidin-1-yl)propyl)-3-(4-(2-(4-methoxyphenyl)propan-2-yl)thiazol-2-yl)urea